CN1C=2N(C(C(=C1C)C=1C=C3C=CC=NC3=CC1)=O)N=C(C2C2=CC=CC=C2)C2=CC=CC=C2 4,5-dimethyl-2,3-diphenyl-6-(quinolin-6-yl)pyrazolo[1,5-a]pyrimidin-7(4H)-one